CC1=C2C=NC(NC2=CC(=C1)C1COC1)=O 5-methyl-7-(oxetan-3-yl)-2-oxo-1,2-dihydroquinazolin